diglycidyl endo-cis-bicyclo[2.2.1]hept-5-ene-2,3-dicarboxylate C12C(C(C(C=C1)C2)C(=O)OCC2CO2)C(=O)OCC2CO2